[Sn].[Au].CC1(CNC=2C=NC=3N(C21)N=C(C3)C(C)O)C(F)(F)F 1-(8-Methyl-8-(trifluoromethyl)-7,8-dihydro-6H-pyrazolo[1,5-a]pyrrolo[2,3-e]pyrimidin-2-yl)ethan-1-ol gold-tin